chloro-bis(4-fluorophenyl)phosphine ClP(C1=CC=C(C=C1)F)C1=CC=C(C=C1)F